tert-butyl (S)-5-amino-4-(6-bromo-7-methoxy-1-oxoisoindolin-2-yl)-5-oxopentanoate NC([C@H](CCC(=O)OC(C)(C)C)N1C(C2=C(C(=CC=C2C1)Br)OC)=O)=O